tert-butyl 4-(2-(2-chloro-4-(7,7-difluoro-2-(methylsulfonyl)-6,7-dihydro-5H-cyclopenta[d]pyrimidin-4-yl)phenoxy)acetyl)-1,4-diazepane-1-carboxylate ClC1=C(OCC(=O)N2CCN(CCC2)C(=O)OC(C)(C)C)C=CC(=C1)C=1C2=C(N=C(N1)S(=O)(=O)C)C(CC2)(F)F